C(C1=CC=CC=C1)OC=1C(=NC=NC1C)C(=O)N1CCC2(CC1)CCC=1N=C3N(C(C12)=O)NC(=N3)C=3CCOCC3 1'-(5-(benzyloxy)-6-methylpyrimidine-4-carbonyl)-2-(3,6-dihydro-2H-pyran-4-yl)-8-oxo-5,8-dihydrospiro[cyclopenta[d][1,2,4]triazolo[1,5-a]pyrimidine-7,4'-piperidin]